FC=1C=C(C=CC1CN1CCOCC1)[C@H](C)NC=1N=CC2=C(N1)N(C(C=C2)=O)[C@@H](C)C(C)C 2-({(1S)-1-[3-Fluoro-4-(morpholin-4-ylmethyl)phenyl]ethyl}amino)-8-[(2S)-3-methylbutan-2-yl]pyrido[2,3-d]pyrimidin-7(8H)-on